C(#N)C1=C(C=C(C=C1)NC(C=C)=O)C(F)(F)F N-(4-cyano-3-(trifluoromethyl)phenyl)acrylamide